(S)-tert-butyl 4-(6-chloropyridin-2-yl)-3-methylpiperazine-1-carboxylate ClC1=CC=CC(=N1)N1[C@H](CN(CC1)C(=O)OC(C)(C)C)C